FC(C1=NN(C(=C1)C(F)(F)F)CC1=CC=C(C=N1)CNC1=NC=2N([C@H](C(NC2C(=N1)C)=O)C)C)(F)F (S)-2-(((6-((3,5-bis(trifluoromethyl)-1H-pyrazol-1-yl)methyl)pyridin-3-yl)methyl)amino)-4,7,8-trimethyl-7,8-dihydropteridin-6(5H)-one